N-(5-(3-(2,5-dichlorophenylsulfonamido)-2,6-difluorophenyl)quinazolin-2-yl)pivaloamide ClC1=C(C=C(C=C1)Cl)S(=O)(=O)NC=1C(=C(C(=CC1)F)C1=C2C=NC(=NC2=CC=C1)NC(C(C)(C)C)=O)F